Tri(n-butyl)phosphonium bromide [Br-].C(CCC)[PH+](CCCC)CCCC